tert-butyl (5-{3-(4-chlorophenyl)-1-[2-(2-oxopiperidin-1-yl)ethyl]ureido}benzo[d]thiazol-2-yl)carbamate ClC1=CC=C(C=C1)NC(N(CCN1C(CCCC1)=O)C=1C=CC2=C(N=C(S2)NC(OC(C)(C)C)=O)C1)=O